S(=O)(=O)(O)[In].[Zn] zinc sulfoindium